[C@H]12[C@H](C[C@H](CC1)O2)C=2N1C(=NN2)C[C@H](C1)C1=C(C=CC(=C1Cl)Cl)O ((S)-3-((1R,2R,4S)-7-oxabicyclo[2.2.1]heptan-2-yl)-6,7-dihydro-5H-pyrrolo[2,1-c][1,2,4]triazol-6-yl)-3,4-dichlorophenol